(2S,4R)-1-((2R,3S)-1-ethyl-3-(pyrrolidine-1-carbonyl)piperidine-2-carbonyl)-N-((1-methyl-1H-indazol-5-yl)methyl)-4-(4-methylbenzyl)pyrrolidine-2-carboxamide C(C)N1[C@H]([C@H](CCC1)C(=O)N1CCCC1)C(=O)N1[C@@H](C[C@H](C1)CC1=CC=C(C=C1)C)C(=O)NCC=1C=C2C=NN(C2=CC1)C